tert-butyl (2s,4r)-2-[(3-chloro-4-fluorophenyl) (methyl) carbamoyl]-4-cyano-4-fluoropyrrolidine-1-carboxylate ClC=1C=C(C=CC1F)N(C(=O)[C@H]1N(C[C@@](C1)(F)C#N)C(=O)OC(C)(C)C)C